2-(6-(1,4-dimethyl-1H-1,2,3-triazol-5-yl)-1-methyl-4-(pyridin-2-yl-(tetrahydrofuran-3-yl)methyl)-1,4-dihydropyrrolo[2',3':4,5]pyrrolo[3,2-b]pyridin-2-yl)propan-2-ol CN1N=NC(=C1C=1C=C2C(=NC1)C1=C(N2C(C2COCC2)C2=NC=CC=C2)C=C(N1C)C(C)(C)O)C